C(CCC)OCOCCCC(CC(CC(CC(CC(CC(CCCBr)C)C)C)C)C)C 17-bromo-4,6,8,10,12,14-hexamethylheptadecyl butyloxymethyl ether